(2-chloropropionyl)-acetanilide ClC(C(=O)CC(=O)NC1=CC=CC=C1)C